C1(=CC=C(C=C1)C1=NN=C(O1)C1NCCCC1)C 2-(5-(p-tolyl)-1,3,4-oxadiazol-2-yl)piperidin